BrC=1C=C2C(=NN(C2=CC1)C(C)C)COC1=C(C=CC=C1)C(C(=O)OCC)CCCC ethyl 2-(2-((5-bromo-1-isopropyl-1H-indazol-3-yl)methoxy)phenyl)hexanoate